di(tert-butyl)(fluoro)(3-methoxy-4-pyridinyl)silane C(C)(C)(C)[Si](C1=C(C=NC=C1)OC)(F)C(C)(C)C